3'-methyl-4-pentyl-3-(4H-pyran-4-yl)-[1,1'-biphenyl]-2,6-diol CC=1C=C(C=CC1)C=1C(=C(C(=CC1O)CCCCC)C1C=COC=C1)O